(R)-tert-Butyl 2-methyl-4-(4,4,5,5-tetramethyl-1,3,2-dioxaborolan-2-yl)-5,6-dihydropyridine-1(2H)-carboxylate C[C@H]1N(CCC(=C1)B1OC(C(O1)(C)C)(C)C)C(=O)OC(C)(C)C